4-((6-fluoroquinolin-3-yl)amino)piperidine-1-carboxylic acid tert-butyl ester C(C)(C)(C)OC(=O)N1CCC(CC1)NC=1C=NC2=CC=C(C=C2C1)F